N,N'-dimethyl-formamidine CNC=NC